methyl 2-(4-bromo-2,5-difluorophenyl)acetate BrC1=CC(=C(C=C1F)CC(=O)OC)F